(S)-2-(4-(2,5-difluorophenyl)-2-(3-fluoropyrrolidin-1-yl)pyridin-3-yl)-3,4,6,7-tetrahydropyrano[3,4-d]imidazole FC1=C(C=C(C=C1)F)C1=C(C(=NC=C1)N1C[C@H](CC1)F)C1=NC2=C(N1)COCC2